Cl.ClC1[C@@H](NC[C@H]1F)C(=O)NC1=NC(=CC=C1)Cl 3-chloro-(2S,4R)-N-(6-chloropyridin-2-yl)-4-fluoropyrrolidine-2-carboxamide hydrochloride